1,4-dioxo-8-azaspiro[4.5]decane O=C1CCC(C12CCNCC2)=O